N[C@@H]([C@@H](C)CC)C(=O)OC[C@H]1O[C@H]([C@@H]([C@@H]1O)O)N1N=CC(NC1=O)=O ((2R,3S,4R,5R)-5-(3,5-Dioxo-4,5-Dihydro-1,2,4-Triazin-2(3H)-yl)-3,4-Dihydroxytetrahydrofuran-2-yl)Methyl L-Isoleucinate